FC(C1=C(C#N)C(=CC(=C1)CC(C)C)F)F 2-(difluoromethyl)-6-fluoro-4-isobutyl-benzonitrile